α-methyl-1-adamantanemethylamine CC(N)C12CC3CC(CC(C1)C3)C2